FC=1C=NC(=NC1)N1CCN(CC1)C 5-fluoro-2-(4-methylpiperazin-1-yl)pyrimidin